2,6-di-tertiary butyl-methylphenol C(C)(C)(C)C1=C(C(=CC=C1C)C(C)(C)C)O